6-(isoindol-2-ylmethyl)-4-oxo-4H-pyran-3-yl triflate O(S(=O)(=O)C(F)(F)F)C1=COC(=CC1=O)CN1C=C2C=CC=CC2=C1